(S)-N,N-dimethyl-α-[2-(1-naphthyloxy)ethyl]benzylamine CN(C)[C@H](C1=CC=CC=C1)CCOC1=CC=CC2=CC=CC=C12